[C@@H]1(C[C@H](O)[C@@H](CO)O1)N1C=NC=2C(O)=NC=NC12 2'-deoxyinosin